N-tert-butyl-2-({2-[4-(2-hydroxy-2-methylpropoxy)pyridin-2-yl]-5H,6H,7H-cyclopenta[d]pyrimidin-4-yl}amino)acetamide C(C)(C)(C)NC(CNC=1C2=C(N=C(N1)C1=NC=CC(=C1)OCC(C)(C)O)CCC2)=O